NC1=NC=C(C=2C1=CN(N2)COCC2=CC=CC=C2)NC(C(N2[C@H](CC[C@@H](C2)C)C2=CC=C(C=C2)OCC2=CC=CC=C2)=O)=O |r| N-[4-Amino-2-(benzyloxymethyl)pyrazolo[4,3-c]pyridin-7-yl]-2-oxo-2-[rac-(2R,5S)-2-(4-benzyloxyphenyl)-5-methyl-1-piperidyl]acetamide